N-(6-methoxy-1,2,3,4-tetrahydroisoquinolin-7-yl)-7-{3-[(morpholin-4-yl)sulfonyl]phenyl}quinazolin-2-amine COC=1C=C2CCNCC2=CC1NC1=NC2=CC(=CC=C2C=N1)C1=CC(=CC=C1)S(=O)(=O)N1CCOCC1